6-methyl-5-hepten-2-ol CC(=CCCC(C)O)C